BrCC1=CC=C(C=C1)Cl 1-(bromomethyl)4-chlorobenzene